2-isopropyl-N4-(6-(methylamino)pyridin-3-yl)-6-phenyl-1,3,5-triazine-2,4-diamine C(C)(C)C1(NC(=NC(=N1)NC=1C=NC(=CC1)NC)C1=CC=CC=C1)N